NC1=NC2=CC(=CC=C2C=C1)CN(C(=O)C=1C=NC=CC1)C1=C(C=CC=C1)S(=O)(=O)CC N-[(2-aminoquinolin-7-yl)methyl]-N-[2-(ethanesulfonyl)phenyl]pyridine-3-carboxamide